C(#N)C1=CC=C(C=N1)OC1=CC=C(C=C1)C(CC)(CC)C1=CC=C(OC2CC(C2)NC(OC(C)(C)C)=O)C=C1 tert-butyl ((1s,3s)-3-(4-(3-(4-((6-cyanopyridin-3-yl)oxy)phenyl)pentan-3-yl)phenoxy)cyclobutyl)carbamate